N1=CC(=CC=C1)CNC(=O)NC1=CC=C(C=C1)S(=O)(=O)C1=C(C=CC=C1)CC(=O)N (4-{[(pyridin-3-ylmethyl)carbamoyl]amino}benzene(sulfonyl)phenyl)acetamide